2-amino-3-((4-(dimethylamino)-4-methylpent-2-ynoyl)thio)propanoic acid NC(C(=O)O)CSC(C#CC(C)(C)N(C)C)=O